C1(CC1)C=1C=CC(=NC1)NC1=NC=C(C(=O)NOCC)C(=C1)NC1=C(C=C(C=C1)OC)N(S(=O)(=O)C)C 6-((5-cyclopropylpyridin-2-yl)amino)-N-ethoxy-4-((4-methoxy-2-(N-methylmethanesulfonamido)phenyl)amino)nicotinamide